2-[2-(2-thienyl)vinyl]benzoic acid S1C(=CC=C1)C=CC1=C(C(=O)O)C=CC=C1